3-((3-bromo-4-fluorophenyl)(2-ethyl-6-methylphenyl)amino)-3-carbonylpropionic acid BrC=1C=C(C=CC1F)N(C(CC(=O)O)=C=O)C1=C(C=CC=C1C)CC